1-(isocyanatomethylsulfonyl)-4-methyl-benzene N(=C=O)CS(=O)(=O)C1=CC=C(C=C1)C